ClC1=C2C=NN(C2=C(C=C1)C(=O)NC1CC2(CCC2)C1)[C@H](C)C1=CC=C(C=C1)C1=CC(=NC=C1)OCC (Ra)-6-(4-Chloro-1-((R)-1-(4-(2-ethoxypyridin-4-yl)phenyl)ethyl)-1H-indazol-7-carboxamido)spiro[3.3]heptan